BrC1=CC=C2C(=NNC2=C1)C1=CC(=NO1)C1=CC=C(C=C1)C(=O)N1[C@H](CCC1)C(C)(C)O {4-[5-(6-bromo-1H-indazol-3-yl)-isoxazol-3-yl]-phenyl}-[(R)-2-(1-hydroxy-1-methyl-ethyl)-pyrrolidin-1-yl]-methanone